N-(5-bromo-[1,2,4]triazolo[1,5-a]pyridin-2-yl)-N-(cyclopropanecarbonyl)cyclopropanecarboxamide BrC1=CC=CC=2N1N=C(N2)N(C(=O)C2CC2)C(=O)C2CC2